[N+](=[N-])=C(C(F)(F)F)C1=CC=CC=C1 (1-diazo-2,2,2-trifluoroethyl)benzene